NC1=CC=C(C=N1)/C=C/C(=O)NCC=1OC2=C(C1)C=C(C=C2C2=CC=C(C=C2)F)N2CC(C2)C(=O)N2CCC(CC2)(F)F (E)-3-(6-aminopyridin-3-yl)-N-((5-(3-(4,4-difluoropiperidine-1-carbonyl)azetidin-1-yl)-7-(4-fluorophenyl)benzofuran-2-yl)methyl)acrylamide